4-Amino-1-(6-methylpyridin-3-yl)-2-oxo-7-(prop-2-yloxy)-1,2-dihydro-1,8-naphthyridin NC1=CC(N(C2=NC(=CC=C12)OC(C)C)C=1C=NC(=CC1)C)=O